CNCCC(=O)[O-] methyl-β-alaninate